N-(6-(5-(2-Fluoroethyl)-4,5,6,7-tetrahydropyrazolo[1,5-a]pyrazin-3-yl)isoquinolin-3-yl)-1-((1-(trifluoromethyl)cyclopropyl)methyl)piperidine-4-carboxamide FCCN1CC=2N(CC1)N=CC2C=2C=C1C=C(N=CC1=CC2)NC(=O)C2CCN(CC2)CC2(CC2)C(F)(F)F